COC1=C(CNC2=NC=3C(=CC=CC3C=3N2N=C(N3)C3CC(C3)I)OC)C=CC(=C1)OC N-(2,4-dimethoxybenzyl)-2-(3-iodocyclobutyl)-7-methoxy-[1,2,4]triazolo[1,5-c]quinazolin-5-amine